5'-chloro-N-cyclobutyl-7'-oxo-7',8'-dihydro-6'H-spiro[cyclohexane-1,9'-furo[2,3-f]quinazoline]-2'-carboxamide ClC=1C=C2C(=C3C4(NC(NC13)=O)CCCCC4)OC(=C2)C(=O)NC2CCC2